C(C1=CC=CC=C1)SC1=CC=C2CN(C(C2=C1)=O)C1C(N(C(CC1)=O)C)=O 3-(6-benzylsulfanyl-1-oxo-isoindolin-2-yl)-1-methyl-piperidine-2,6-dione